magnesium manganese phosphate salt P(=O)([O-])([O-])[O-].[Mn+2].[Mg+2]